(3S,4R)-4-((5-fluoro-7-(trans-3-methylcyclopentyl)pyrrolo[2,1-f][1,2,4]triazin-2-yl)amino)tetrahydro-2H-pyran-3-ol FC=1C=C(N2N=C(N=CC21)N[C@H]2[C@@H](COCC2)O)[C@@H]2C[C@H](CC2)C